3-(4-chlorobenzyl)-2,6-dioxo-4-((4-(pyridin-2-yloxy)phenyl)imino)-3,6-dihydro-1,3,5-triazin ClC1=CC=C(CN2C(NC(NC2=NC2=CC=C(C=C2)OC2=NC=CC=C2)=O)=O)C=C1